(S)-2-(4-(6-((4-chloro-6-((1-methyl-1H-pyrazol-4-yl)ethynyl)pyridin-3-yl)methoxy)pyridin-2-yl)-2,5-difluorobenzyl)-1-(oxetan-2-ylmethyl)-1H-benzo[d]imidazole-6-carboxylic acid ClC1=C(C=NC(=C1)C#CC=1C=NN(C1)C)COC1=CC=CC(=N1)C1=CC(=C(CC2=NC3=C(N2C[C@H]2OCC2)C=C(C=C3)C(=O)O)C=C1F)F